C1=CC=C2C(=C1)C(=C(C(=C2O)O)O)O tetrahydroxynaphthalene